aluminum allantoate C(C(NC(=O)N)NC(=O)N)(=O)[O-].[Al+3].C(C(NC(=O)N)NC(=O)N)(=O)[O-].C(C(NC(=O)N)NC(=O)N)(=O)[O-]